6,7-dihydro-5H-indeno[5,6-b]furan-6-amine hydrochloride Cl.O1C2=C(C=C1)C=C1CC(CC1=C2)N